BrC=1N=C(N2C1C(=C(C=C2)Br)CBr)C2=CC(=CC(=C2)F)F 1,7-Dibromo-8-(bromomethyl)-3-(3,5-difluorophenyl)imidazo[1,5-a]pyridine